COC(C1=CC=C(C=C1)[N+](=O)[O-])=O 4-Nitrobenzoic acid methyl ester